4-((3-((E)-4-(piperidin-1-ylmethyl)styryl)-1H-indazol-6-yl)methylene)-2-aza-spiro[4.5]decan-3-one trifluoroacetate FC(C(=O)O)(F)F.N1(CCCCC1)CC1=CC=C(/C=C/C2=NNC3=CC(=CC=C23)C=C2C(NCC23CCCCC3)=O)C=C1